(R)-2-amino-7-fluoro-4-(5-fluoro-3-((1-((4-(fluoromethylidene)piperidin-1-yl)methyl)cyclopropyl)methoxy)-7,9-dihydrofuro[3,4-f]quinazolin-6-yl)benzo[b]thiophene-3-carbonitrile NC1=C(C2=C(S1)C(=CC=C2C=2C1=C(C=3C=NC(=NC3C2F)OCC2(CC2)CN2CCC(CC2)=CF)COC1)F)C#N